6-chloro-4-(4-(2-fluorophenyl)piperazin-1-yl)pyrido[3,2-d]pyrimidine o-styrenesulfonate C=CC=1C(=CC=CC1)S(=O)(=O)O.ClC=1C=CC=2N=CN=C(C2N1)N1CCN(CC1)C1=C(C=CC=C1)F